5-(6-Amino-5-cyclopropylpyrazin-2-yl)-N-(4-((benzyloxy)methyl)phenyl)-2-fluorobenzamide NC1=C(N=CC(=N1)C=1C=CC(=C(C(=O)NC2=CC=C(C=C2)COCC2=CC=CC=C2)C1)F)C1CC1